N-(5-methylthiazol-2-yl)-2-(4-(oxazol-2-yl)phenyl)acetamide CC1=CN=C(S1)NC(CC1=CC=C(C=C1)C=1OC=CN1)=O